C(=O)O.FC1=C(C=CC(=C1F)OC)C1=CN=C(N1C)C(=O)N 5-(2,3-difluoro-4-methoxy-phenyl)-1-methyl-imidazole-2-carboxamide formate